ClC=1C=C(C=C(C1)Cl)NC(=O)NC1=C(C(=CC(=C1)Cl)Cl)CCO 1-(3,5-dichlorophenyl)-3-[3,5-dichloro-2-(2-hydroxyethyl)phenyl]urea